(R)-7-(4-bromo-3-(trifluoromethyl)benzoyl)-2-(3,5-dimethyl-1H-pyrazol-1-yl)-3-(6-((R)-3-hydroxypyrrolidin-1-yl)pyridin-3-yl)-6-methyl-5,6,7,8-tetrahydropyrido[3,4-d]pyrimidin-4(3H)-one BrC1=C(C=C(C(=O)N2CC=3N=C(N(C(C3C[C@H]2C)=O)C=2C=NC(=CC2)N2C[C@@H](CC2)O)N2N=C(C=C2C)C)C=C1)C(F)(F)F